5-(2-acryloyl-2,6-diazaspiro[3.4]octan-6-yl)-3-(5-methyl-1H-indazol-4-yl)-2-phenoxyisonicotinonitrile C(C=C)(=O)N1CC2(C1)CN(CC2)C2=CN=C(C(=C2C#N)C2=C1C=NNC1=CC=C2C)OC2=CC=CC=C2